N=1NC=C2C1C(CC2)=O 4,5-dihydrocyclopenta[c]pyrazol-6(2H)-one